Malonylgenistin C1=CC(=CC=C1C2=COC3=CC(=CC(=C3C2=O)O)O[C@H]4[C@@H]([C@H]([C@@H]([C@H](O4)COC(=O)CC(=O)O)O)O)O)O